ClC1=C(C(=CC=C1)F)NC(C1=C(C=C(C(=C1)F)C=1SC2=C(CNCC2)N1)OC(C(F)(F)F)C)=O N-(2-chloro-6-fluorophenyl)-5-fluoro-4-(4,5,6,7-tetrahydrothiazolo[4,5-c]pyridin-2-yl)-2-((1,1,1-trifluoropropan-2-yl)oxy)benzamide